(3aR,4R,6S,6aS)-4-(4-chloropyrrolo[2,3-d]pyrimidin-7-yl)-N-methoxy-N,2,2-trimethyl-3a,4,6,6a-tetrahydrofuro[3,4-d][1,3]dioxole-6-carboxamide ClC=1C2=C(N=CN1)N(C=C2)[C@@H]2O[C@@H]([C@H]1OC(O[C@H]12)(C)C)C(=O)N(C)OC